C(C1=CC=CC=C1)N1C(=NC2=C1C=CC(=C2)C=2C(=NOC2C)C)[C@@H]2CCC(N2C2=CC(=C(C=C2)OC)F)=O (S)-5-(1-benzyl-5-(3,5-dimethylisoxazol-4-yl)-1H-benzo[d]imidazol-2-yl)-1-(3-fluoro-4-methoxyphenyl)pyrrolidin-2-one